C(C)(=O)N1CC(CCC1)C=1C=C(C=CC1)C1=NC(=NC=C1F)N[C@H]1C[C@H](CCC1)C(=O)OC cis-methyl 3-((4-(3-(1-acetylpiperidin-3-yl)phenyl)-5-fluoropyrimidin-2-yl)amino)cyclohexane-1-carboxylate